2-{[3-(4-ethoxyphenyl)-4-oxo-3,4,5,6,7,8-hexahydro[1]benzothieno[2,3-d]pyrimidin-2-yl]thio}acetamide C(C)OC1=CC=C(C=C1)N1C(=NC2=C(C1=O)C1=C(S2)CCCC1)SCC(=O)N